C(C1=CC=CC=C1)OC(=O)NCCC(=O)O 3-(Benzyloxycarbonylamino)propionic acid